2-methyl-1-(p-tolyl)propan-1-one CC(C(=O)C1=CC=C(C=C1)C)C